ClC1=NC(=CC=C1C(=O)O)N1N=C(C=C1)OCC1(CCC1)C(F)(F)F 2-chloro-6-[3-[[1-(trifluoromethyl)cyclobutyl]methoxy]pyrazol-1-yl]pyridine-3-carboxylic acid